C(C)C1([C@@H](N(C1=O)C1=C(C(=CC=C1)F)O)C1=CC(=C(C=C1OC)N1CCC(CC1)CC=O)F)CC (1-{4-[(2S)-3,3-diethyl-1-(3-fluoro-2-hydroxyphenyl)-4-oxoazetidin-2-yl]-2-fluoro-5-methoxyphenyl}piperidin-4-yl)acetaldehyde